Cl.Cl.COC=1C=C(C=CC1OC)C=1NC2=CC=CC=C2C1C(C)C 2-(3,4-dimethoxyphenyl)-3-isopropyl-1H-indole dihydrochloride